5-{1-Benzoyl-5-[(4-fluorophenyl)methoxy]-4-methoxy-1H-pyrazol-3-yl}-1-(3-hydroxypyrrolidin-1-carbonyl)-4-methylpiperidin-2-on C(C1=CC=CC=C1)(=O)N1N=C(C(=C1OCC1=CC=C(C=C1)F)OC)C1C(CC(N(C1)C(=O)N1CC(CC1)O)=O)C